(S)-(4-(4-fluorobenzo[d]thiazol-2-yl)-6,7-dihydro-1H-imidazo[4,5-c]pyridin-5(4H)-yl)(2-(4-methylpiperazin-1-yl)-4-(trifluoromethyl)oxazol-5-yl)methanone FC1=CC=CC2=C1N=C(S2)[C@H]2N(CCC1=C2N=CN1)C(=O)C1=C(N=C(O1)N1CCN(CC1)C)C(F)(F)F